COC1=CC=C(C=C1)C(OC[C@@H]1[C@H]([C@H]([C@@H](O1)N1C(NC(C=C1)=O)=O)SC)O)(C1=CC=CC=C1)C1=CC=C(C=C1)OC 1-((2R,3R,4R,5R)-5-((bis(4-methoxyphenyl)(phenyl)methoxy)methyl)-4-hydroxy-3-(methylthio)tetrahydrofuran-2-yl)pyrimidine-2,4(1H,3H)-dione